CC1=NN(C=C1NC1=NC=C(C(=N1)NCCCN1C(N(CCCC1)C)=O)C#N)C1CCN(CC1)C 2-((3-methyl-1-(1-methylpiperidin-4-yl)-1H-Pyrazol-4-yl)amino)-4-((3-(3-methyl-2-oxo-1,3-diazepan-1-yl)propyl)amino)pyrimidine-5-carbonitrile